benzyloxy-acetaldehyde C(C1=CC=CC=C1)OCC=O